[Al](Cl)(Cl)Cl aluminum(III) chloride